C(#N)CC1=CC(=CS1)C1=CC=C(C=C1)NC(OC(C)(C)C)=O tert-butyl (4-(5-(cyanomethyl)thiophene-3-yl)phenyl)carbamate